BrC1=C(C(=CC=C1)F)CC(C)O (2-bromo-6-fluorophenyl)propan-2-ol